C1C(C1)C(=O)O 2-cyclopropanecarboxylic acid